COC(C1=C(C(=NC=C1C=1C=NN(C1C)CC12CC3CC(CC(C1)C3)C2)N)O)=O 5-(1-(adamantan-1-ylmethyl)-5-methyl-1H-pyrazol-4-yl)-2-amino-3-hydroxyisonicotinic acid methyl ester